COC(C1=C(C=CC(=C1)CN1C2=NC(=NC(=C2N=C1Br)N)F)Br)=O 5-((6-amino-8-bromo-2-fluoro-9H-purin-9-yl)methyl)-2-bromobenzoic acid methyl ester